C(C)(=O)NC1CC(C1)(C(=O)O)C[C@H]1CN(C2=C(O1)C=CC(=C2)C2=C(C=CC(=C2)F)F)S(=O)(=O)C2=CC(=CC=C2)C(F)(F)F (1r,3S)-3-acetamido-1-(((S)-6-(2,5-difluorophenyl)-4-((3-(trifluoromethyl)phenyl)sulfonyl)-3,4-dihydro-2H-benzo[b][1,4]oxazin-2-yl)methyl)cyclobutane-1-carboxylic acid